1-((1S,2R,3R,4R,5S)-2,3-diacetoxy-4-((6-(trifluoromethyl)pyrazin-2-yl)amino)-6,8-dioxabicyclo[3.2.1]octan-1-yl)-10,17-dioxo-2,13-dioxa-9,16-diazahenicosan-21-oic acid C(C)(=O)O[C@H]1[C@@]2(CO[C@H]([C@@H]([C@H]1OC(C)=O)NC1=NC(=CN=C1)C(F)(F)F)O2)COCCCCCCNC(CCOCCNC(CCCC(=O)O)=O)=O